β-cyanoethyl-triethoxysilane C(#N)CC[Si](OCC)(OCC)OCC